((2R,3S,4R,5S)-5-(2,4-dioxo-1,2,3,4-tetrahydropyrimidin-5-yl)-3,4-dihydroxytetrahydrothiophen-2-yl)methyl triphosphate sodium salt [Na+].O(P([O-])(=O)OP(=O)([O-])OP(=O)([O-])[O-])C[C@H]1S[C@H]([C@@H]([C@@H]1O)O)C=1C(NC(NC1)=O)=O.[Na+].[Na+].[Na+]